1-(2-bromoethyl)cyclobutan-1-ol BrCCC1(CCC1)O